C(C)(C)(C)N([Si](C1C(=CC2=CC=3CC(CC3C=C12)(C)C)C)(C)C)[Ti] N-tert-butyl-1,1-dimethyl-1-(2,6,6-trimethyl-1,5,6,7-tetrahydro-s-indacenyl)silanaminyl-titanium